C(C)(C)C1=NOC(=N1)N1CCC(CC1)COC=1SC2=NC(=CC=C2N1)C1=CC=NC=C1 3-isopropyl-5-(4-(((5-(pyridin-4-yl)thiazolo[5,4-b]pyridin-2-yl)oxy)methyl)piperidin-1-yl)-1,2,4-oxadiazol